OC1=CC=C(C(=O)OCCC)C=C1 n-propyl 4-hydroxylbenzoate